C1(CCCCC1)C[C@H](C(=O)N1CC2(CCCC2)[C@@](CC1)(O)CN1C(C=C(C(=C1)C(=O)N1CCNCC1)C1=CC=CC=C1)=O)C 1-(((R)-7-((R)-3-cyclohexyl-2-methylpropanoyl)-10-hydroxy-7-azaspiro[4.5]decan-10-yl)methyl)-4-phenyl-5-(piperazine-1-carbonyl)pyridin-2(1H)-one